C(C)OC(=O)C1=NN=C2N1C=C(C=C2Br)SCC2=CC=CC=C2 6-(benzylthio)-8-bromo-[1,2,4]triazolo[4,3-a]pyridine-3-carboxylic acid ethyl ester